(3-(5-Methyl-1H-imidazol-1-yl)propyl)-2-cyano-3-(naphthalen-1-yl)guanidin CC1=CN=CN1CCCNC(=NC#N)NC1=CC=CC2=CC=CC=C12